8-benzyl-1,4-dioxa-8-azaspiro[4.5]decane-7,7,9,9-d4 C(C1=CC=CC=C1)N1C(CC2(OCCO2)CC1([2H])[2H])([2H])[2H]